8-Methoxy-N-methyl-7-(2-methyl-2H-1,2,3-triazol-4-yl)-N-(2,2,6,6-tetramethylpiperidin-4-yl)-5H-isochromeno[3,4-d]thiazol-2-amine COC1=CC2=C(C=C1C1=NN(N=C1)C)COC=1N=C(SC12)N(C1CC(NC(C1)(C)C)(C)C)C